(S)-1-(4-(2-(4-bromophenyl)but-3-yn-2-yl)thiazol-2-yl)-3-(2-hydroxyethyl)urea BrC1=CC=C(C=C1)[C@](C)(C#C)C=1N=C(SC1)NC(=O)NCCO